CNC(CC1(CCCCC1)CC1=C(C(=O)N)C=CC=C1)=O ((1-(2-(methylamino)-2-oxoethyl)cyclohexyl)methyl)benzamide